2-(1-((4-carboxyphenyl)amino)-3-(4-hydroxy-4-methylcyclohexyl)-1-oxopropan-2-yl)-5-(3-chloro-6-(difluoromethoxy)-2-fluorophenyl)pyridine 1-oxide C(=O)(O)C1=CC=C(C=C1)NC(C(CC1CCC(CC1)(C)O)C1=[N+](C=C(C=C1)C1=C(C(=CC=C1OC(F)F)Cl)F)[O-])=O